tert-butyl (S)-5-amino-4-(5-(6-((4-methoxybenzyl)amino)-4-(4-(methylsulfonyl)piperazin-1-yl)pyridin-2-yl)oxoisoindolin-2-yl)-5-oxopentanoate NC([C@H](CCC(=O)OC(C)(C)C)N1C(C2=CC=C(C=C2C1)C1=NC(=CC(=C1)N1CCN(CC1)S(=O)(=O)C)NCC1=CC=C(C=C1)OC)=O)=O